(S)-2-(4-(cyclopropanesulfonamido)pyridin-2-yl)-N-(5-(6-ethoxypyrazin-2-yl)pyridin-2-yl)-2-fluorobutanamide C1(CC1)S(=O)(=O)NC1=CC(=NC=C1)[C@](C(=O)NC1=NC=C(C=C1)C1=NC(=CN=C1)OCC)(CC)F